ClC1=C(C=C(C=C1)S(=O)(=O)N[C@@H](CCC(=O)N[C@@H](C)C(=O)N[C@@H](CC(C)C)C(=O)N[C@@H](CCSC)C(=O)N1[C@@H](CCC1)C(=O)N)C(=O)O)C(F)(F)F N-[4-chloro-3-(trifluoromethyl)benzene-1-sulfonyl]-L-γ-glutamyl-L-alanyl-L-leucyl-L-methionyl-L-prolinamide